2-chloro-9-(trans-4-hydroxy-4-methylcyclohexyl)-7-methyl-7,9-dihydro-8H-purin-8-one ClC1=NC=C2N(C(N(C2=N1)C1CCC(CC1)(C)O)=O)C